(3S)-3-(2-(5-(2-(azetidin-1-yl)ethyl)-2-oxo-4-(trifluoromethyl)pyridin-1(2H)-yl)-4-methylpentanamido)-3-(4-fluoro-2',5,6'-trimethyl-[1,1'-biphenyl]-3-yl)propanoic acid N1(CCC1)CCC=1C(=CC(N(C1)C(C(=O)N[C@@H](CC(=O)O)C=1C=C(C=C(C1F)C)C1=C(C=CC=C1C)C)CC(C)C)=O)C(F)(F)F